2,2'-Azobis(2-cyanobutane) N(=NC(C)(CC)C#N)C(C)(CC)C#N